FC(C1=NC=CC2=C1C(=CN2)I)F 4-(difluoromethyl)-3-iodo-1H-pyrrolo[3,2-c]pyridine